C(#N)C1=C(C(=CC=C1)C#N)C1=C(C(OC(=C1)C(=O)O)=O)OCCOC 4-(2,6-dicyanophenyl)-3-(2-methoxyethoxy)-2-oxo-2H-pyran-6-carboxylic acid